tert-butyl N-[1-[[2-(2,6-dioxo-3-piperidyl)-1,3-dioxo-isoindolin-4-yl]methyl]-4-piperidyl]-N-methyl-carbamate O=C1NC(CCC1N1C(C2=CC=CC(=C2C1=O)CN1CCC(CC1)N(C(OC(C)(C)C)=O)C)=O)=O